ClC1=C(C=C(C=C1)C=1NC(C=2N(C1)N=C(C2C2CC2)C(=O)OCC)=O)C ethyl 6-(4-chloro-3-methylphenyl)-3-cyclopropyl-4-oxo-4,5-dihydropyrazolo[1,5-a]pyrazine-2-carboxylate